tert-butyl N-[[4-[5-(trifluoromethyl)-1,2,4-oxadiazol-3-yl] phenyl] methyl]-carbamate FC(C1=NC(=NO1)C1=CC=C(C=C1)CNC(OC(C)(C)C)=O)(F)F